(6R)-17-Amino-12-(2-azaspiro[3.3]heptan-6-yl)-6-hydroxy-6,15-bis(trifluoromethyl)-19-oxa-3,4,12,18-tetrazatricyclo[12.3.1.12,5]nonadeca-1(18),2,4,14,16-pentaen-13-one NC1=CC(=C2C(N(CCCCC[C@@](C3=NN=C(C1=N2)O3)(C(F)(F)F)O)C3CC2(CNC2)C3)=O)C(F)(F)F